5-(2-((1-(4-(2-(2-aminopyridin-3-yl)-5-phenyl-3H-imidazo[4,5-b]pyridin-3-yl)phenyl)ethyl)amino)ethyl)-2-hydroxybenzaldehyde NC1=NC=CC=C1C1=NC=2C(=NC(=CC2)C2=CC=CC=C2)N1C1=CC=C(C=C1)C(C)NCCC=1C=CC(=C(C=O)C1)O